tert-butyl 4-(4-((2-methyl-6-nitropyridin-3-yl)oxy)pyridin-2-yl)-1H-pyrazole-1-carboxylate CC1=NC(=CC=C1OC1=CC(=NC=C1)C=1C=NN(C1)C(=O)OC(C)(C)C)[N+](=O)[O-]